tert-butyl 2-((3-(4-butylphenyl)-1,2,4-oxadiazol-5-yl)methyl)acrylate C(CCC)C1=CC=C(C=C1)C1=NOC(=N1)CC(C(=O)OC(C)(C)C)=C